ethylene glycol mono-1-propyl ether C(CC)OCCO